7-(2-carboxyethyl)guanine C(=O)(O)CCN1C=NC=2N=C(NC(C12)=O)N